ClC1=NN(C=C1S(=O)(=O)C(F)C1=NC=CC=C1)C (((3-chloro-1-methyl-1H-pyrazol-4-yl)sulfonyl)fluoromethyl)pyridine